C(C1=CC=CC=C1)(=O)OC[C@@H]1CNC[C@@H](O1)N1C(N=C(C=C1)NC(C1=CC=CC=C1)=O)=O ((2S,6R)-6-(4-benzamido-2-oxopyrimidin-1(2H)-yl)morpholin-2-yl)methyl benzoate